C(CC)(=O)OC1CC(NC(C1)(C)C)(C)C 4-propionoxy-2,2,6,6-tetramethylpiperidin